C1(CC1)CNC(C=1C=C(C=CC1)NC(=O)C1=CC(=NN1C=1C=C(CNC(OC(C)(C)C)=O)C=CC1)C(F)(F)F)C1=CC(=CC=C1)OC(F)(F)F tert-Butyl 3-(5-(3-((cyclopropylmethylamino)(3-(trifluoromethoxy)phenyl)methyl)phenylcarbamoyl)-3-(trifluoromethyl)-1H-pyrazol-1-yl)benzylcarbamate